N-[(4-bromo-5-ethyl-1-methyl-1H-pyrazol-3-yl)methyl]-2-nitrobenzene-1-sulfonamide-hydrogen chloride salt Cl.BrC=1C(=NN(C1CC)C)CNS(=O)(=O)C1=C(C=CC=C1)[N+](=O)[O-]